O1[C@@H](COCC1)CNC(=O)C1=C(C2=C(CCC3=CN(N=C23)CC=2C=NC(=CC2)C)O1)C(F)(F)F N-{[(2R)-1,4-Dioxan-2-yl]methyl}-2-[(6-methylpyridin-3-yl)methyl]-8-(trifluoromethyl)-4,5-dihydro-2H-furo[2,3-g]indazol-7-carboxamid